O=C1NC(CCC1N1C(C2=CC=C(C=C2C1=O)SC)=O)=O 2-(2,6-dioxopiperidin-3-yl)-5-(methylsulfanyl)isoindoline-1,3-dione